vinylpinacol borate B(O)(O)O.C(=C)CC(O)(C)C(C)(C)O